3-fluoropyridine-4-carboxylic acid (2',5'-dimethoxybiphenyl-4-yl)amide COC1=C(C=C(C=C1)OC)C1=CC=C(C=C1)NC(=O)C1=C(C=NC=C1)F